4-((5-amino-7-(butylamino)-3-methyl-1H-pyrazolo[4,3-d]pyrimidin-1-yl)methyl)-3-methoxybenzoic acid NC=1N=C(C2=C(N1)C(=NN2CC2=C(C=C(C(=O)O)C=C2)OC)C)NCCCC